perfluoro-1,3-dioxolane FC1(OC(C(O1)(F)F)(F)F)F